(S)-1-(4-(6-amino-5-(trifluoromethoxy)pyridin-3-yl)-1-(3-(4,4-difluoropiperidin-1-yl)bicyclo[1.1.1]Pentan-1-yl)-1H-imidazol-2-yl)-2-methylpropan-1-ol NC1=C(C=C(C=N1)C=1N=C(N(C1)C12CC(C1)(C2)N2CCC(CC2)(F)F)[C@H](C(C)C)O)OC(F)(F)F